(R)-N-((S)-(2-((diphenylphosphanyl)methyl)-1-(phenylsulfonyl)-1H-indol-3-yl)(4-fluorophenyl)methyl)-2-methylpropane-2-sulfinamide C1(=CC=CC=C1)P(C1=CC=CC=C1)CC=1N(C2=CC=CC=C2C1[C@@H](N[S@](=O)C(C)(C)C)C1=CC=C(C=C1)F)S(=O)(=O)C1=CC=CC=C1